acryloxymethyl-methyl-trisilazane C(C=C)(=O)OC[SiH](N[SiH2]N[SiH3])C